BrC1=CC2=C(N(C(N2CC2=CC=C(C=C2)C=2OC(=NN2)C(F)F)=O)C2CCN(CC2)C)C=C1 5-Bromo-3-(4-(5-(difluoromethyl)-1,3,4-oxadiazol-2-yl)benzyl)-1-(1-methylpiperidin-4-yl)-1,3-dihydro-2H-benzo[d]imidazol-2-one